OC1[C@H]([C@H]2CC[C@@H](C1)N2C(=O)OC(C)(C)C)C tert-butyl (1R,2S,5S)-3-hydroxy-2-methyl-8-azabicyclo[3.2.1]octane-8-carboxylate